FC1=C(C=CC(=C1)F)C1=NC=CC(=C1)N 2-(2,4-difluorophenyl)pyridin-4-amine